cycloheptane-1,3,6-triamide C1(CC(CCC(C1)C(=O)N)C(=O)N)C(=O)N